FC(C(C(C(C(C(O)(F)F)(F)F)(F)F)(F)F)(F)F)F dodecafluorohexanol